[NH+]1=CNC2=C1C=CC=N2 Imidazopyridinium